C(C)S(=O)(=O)C1=CC=C(C=C1)[C@H](CO)NC(C1=CC=C(C=C1)N1C[C@H](CC1)CC1=CC=C(C=C1)OCCN1CCOCC1)=O N-((R)-1-(4-(ethylsulfonyl)phenyl)-2-hydroxyethyl)-4-((S)-3-(4-(2-morpholinoethoxy)benzyl)pyrrolidin-1-yl)benzamide